(6-(2,6-dioxopiperidin-3-yl)pyrazin-2-yl)methyl methanesulfonate CS(=O)(=O)OCC1=NC(=CN=C1)C1C(NC(CC1)=O)=O